(Z)-1-(2-fluoro-4-(3-(4-(trifluoromethoxy)phenyl)-1H-1,2,4-triazol-1-yl)phenyl)-3-(3-(5-methyl-2-(3,3,3-trifluoropropoxy)phenyl)-4-oxothiazolidin-2-ylidene)urea FC1=C(C=CC(=C1)N1N=C(N=C1)C1=CC=C(C=C1)OC(F)(F)F)NC(=O)\N=C\1/SCC(N1C1=C(C=CC(=C1)C)OCCC(F)(F)F)=O